C(C)(C)(C)OC(=O)N1CC(C1)CC1=CC(=C(C(=C1)F)C=O)F 3-(3,5-difluoro-4-formylbenzyl)azetidine-1-carboxylic acid tert-butyl ester